NC=1C(=NC(=CC1Cl)OC)C(=O)N 3-amino-4-chloro-6-methoxypyridineamide